C(=NO)(N)N.C(=NO)(N)N.OS(=O)(=O)O hydroxyguanidine hemisulfate